COC1=CC=C(C=C1)S(=O)(=O)C=1C=C2C=NN(C(C2=CC1)=O)CC1=NN(C=C1)C1OCCCC1 6-((4-methoxyphenyl)sulfonyl)-2-((1-(tetrahydro-2H-pyran-2-yl)-1H-pyrazol-3-yl)methyl)phthalazin-1(2H)-one